2-(difluoromethyl)-5-isothiocyanatopyridine FC(C1=NC=C(C=C1)N=C=S)F